C(C)(C)(C)OC(C=C)=O acrylic acid tertbutyl ester